1,1-dimethoxypropan-2-one COC(C(C)=O)OC